C1OCC12CCC(CC2)OC2=NC=CC(=N2)C2=CN=C(S2)N(C(OC(C)(C)C)=O)COCC[Si](C)(C)C tert-butyl N-[5-(2-{2-oxaspiro[3.5]nonan-7-yloxy}pyrimidin-4-yl)-1,3-thiazol-2-yl]-N-{[2-(trimethylsilyl)ethoxy]methyl}carbamate